C(CCC)NC(C=C)=O N-butyl-acryl-amide